O=C1NC(CCC1N1C(C2=CC=CC(=C2C1=O)C#CCCCCN1CCN(CC1)C1=NC=NC(=C1)C1=NNC2=CC=C(C=C12)OC1(CC1)C)=O)=O 2-(2,6-dioxopiperidin-3-yl)-4-(6-(4-(6-(5-(1-methylcyclopropoxy)-1H-indazol-3-yl)pyrimidin-4-yl)piperazin-1-yl)hex-1-yn-1-yl)isoindoline-1,3-dione